1-chloroethyl sulfurochloridate S(OC(C)Cl)(=O)(=O)Cl